[Bi]=O.[Fe].[In] indium iron bismuth oxide